N[C@H]1[C@@H](CN(CC1)C1=C(C=NC2=CC=C(C=C12)C1=C(C(=CC(=C1F)F)C#N)O)C1=CC(=CC(=C1)C)F)C#N trans-4-amino-1-[6-(3-cyano-5,6-difluoro-2-hydroxyphenyl)-3-(3-fluoro-5-methylphenyl)quinolin-4-yl]piperidine-3-carbonitrile